FC[C@H]1[C@@H](C1)C(=O)OC(C)(C)C Tert-butyl (1R,2R)-2-(fluoromethyl)cyclopropane-1-carboxylate